MethylcyclohexeneDicarboxylic Acid Anhydride CC=1C2(CCCC1)C(=O)OC2=O